((3aR,5r,6aS)-5-(6-methyl-3-(1-methyl-1H-pyrazol-4-yl)-1H-indazol-5-yl)hexahydrocyclopenta[c]pyrrol-2(1H)-yl)tetrahydro-2H-thiopyran 1,1-dioxide CC1=C(C=C2C(=NNC2=C1)C=1C=NN(C1)C)C1C[C@@H]2[C@@H](CN(C2)C2S(CCCC2)(=O)=O)C1